phosphinocarboxylate PC(=O)[O-]